2-(3-(piperidin-4-yl)propyl)isoindoline-1,3-dione N1CCC(CC1)CCCN1C(C2=CC=CC=C2C1=O)=O